C(CCCCCCC\C=C/C\C=C/CCCCC)OCC(COCCCCCCCC)N1CCCC1 {2-[(9Z,12Z)-octadeca-9,12-dien-1-yloxy]-1-[(octyloxy)methyl]ethyl}pyrrolidine